OC(C)(C)C=1C=C(C=CC1)C1(CC1)NC(OC(C)(C)C)=O tert-butyl N-{1-[3-(2-hydroxypropan-2-yl)phenyl]cyclopropyl}carbamate